ONC(CCCCCCNC(=O)N1CC2=C(N(C=3C=CC=CC23)C)CC1)=O N-(7-(hydroxyamino)-7-oxoheptyl)-5-methyl-1,3,4,5-tetrahydro-2H-pyrido[4,3-b]indole-2-carboxamide